CC1=CC=C(C=C1)[I+]C1=CC=C(C=C1)CC(C)C (4-methylphenyl)[(4-(2-methylpropyl))phenyl]iodonium